C1(=CC=CC=C1)[Si](C1=CC=2CC3=CC(=CC=C3C2C=C1)[Si](C1=CC=CC=C1)(C1=CC=CC=C1)C1=CC=CC=C1)(C1=CC=CC=C1)C1=CC=CC=C1 2,7-bis(triphenylsilyl)fluorene